(((2-(Ortho-tolyl)oxazole-5-yl)methyl)amino)isoindoline-1,3-dione C1(=C(C=CC=C1)C=1OC(=CN1)CNN1C(C2=CC=CC=C2C1=O)=O)C